(3R)-3-[(1S)-2-[(4S)-4-benzyl-2-oxo-oxazolidin-3-yl]-1-[[3-(dimethylsulfamoyl)phenyl]methyl]-2-oxoethyl]pyrrolidine-1-carboxylic acid tert-butyl ester C(C)(C)(C)OC(=O)N1C[C@H](CC1)[C@@H](C(=O)N1C(OC[C@@H]1CC1=CC=CC=C1)=O)CC1=CC(=CC=C1)S(N(C)C)(=O)=O